COC=1C=C(C[C@@H]2[C@@H]([C@H](OC2)C2=CC=C(C=C2)F)COC(C=C(C)C)=O)C=CC1OC 3-methylbutenoic acid ((2S,3R,4R)-4-(3,4-dimethoxybenzyl)-2-(4-fluorophenyl)-tetrahydrofuran-3-yl)methyl ester